C(C)(C)(C)OC(=O)N1C2CN(CC1CC2)C2=NC=C(C=N2)C(N(C)OC)=O.BrC2=C(C(=CC=C2)OC)C(F)(F)F 1-bromo-3-methoxy-2-(trifluoromethyl)benzene tert-butyl-3-(5-(methoxy(methyl)carbamoyl)pyrimidin-2-yl)-3,8-diazabicyclo[3.2.1]octane-8-carboxylate